3-[cyclopropyl(difluoro)methyl]-N-[1-[2-[5-(2,2,2-trifluoroethoxy)-2-pyridyl]-1,2,4-triazol-3-yl]ethyl]-5-(trifluoromethyl)benzamide C1(CC1)C(C=1C=C(C(=O)NC(C)C=2N(N=CN2)C2=NC=C(C=C2)OCC(F)(F)F)C=C(C1)C(F)(F)F)(F)F